BrC1=CC=2C3=C(C=NC2C=C1F)N(C(C31CN(C1)C1CCOCC1)=O)C 8'-Bromo-7'-fluoro-3'-methyl-1-(tetrahydro-2H-pyran-4-yl)spiro[azetidine-3,1'-pyrrolo[2,3-c]quinolin]-2'(3'H)-one